2,3-dihydropyridazine-4-carboxylic acid N=1NCC(=CC1)C(=O)O